CC1(OC1)COC1=NN(C=C1)C(C)=O (3-((2-Methyloxacyclopropane-2-yl)methoxy)-1H-pyrazol-1-yl)ethanone